(2S,4r)-1-[(2S)-3,3-dimethyl-2-[4-[(2-methylbenzimidazol-1-yl)methyl]triazol-1-yl]butyryl]-4-hydroxy-N-methyl-pyrrolidine-2-carboxamide CC([C@@H](C(=O)N1[C@@H](C[C@H](C1)O)C(=O)NC)N1N=NC(=C1)CN1C(=NC2=C1C=CC=C2)C)(C)C